3,4-bis(3,5-di-t-butylphenyl)-2,5-diphenylcyclopenta-2,4-dien-1-one C(C)(C)(C)C=1C=C(C=C(C1)C(C)(C)C)C1=C(C(C(=C1C1=CC(=CC(=C1)C(C)(C)C)C(C)(C)C)C1=CC=CC=C1)=O)C1=CC=CC=C1